ethyl 2-(5-bromo-6-fluoropyridin-2-yl)acetate BrC=1C=CC(=NC1F)CC(=O)OCC